4-(4-phenoxyphenyl)pyridine O(C1=CC=CC=C1)C1=CC=C(C=C1)C1=CC=NC=C1